(4S,5R)-4-METHYL-1-NONENE-5-SULFONAMIDE C[C@@H](CC=C)[C@@H](CCCC)S(=O)(=O)N